C(C)(C)NC1=C(C=NC2=C1NC=1C=C(C=CC21)C#N)C2=CC(=NO2)C2NCCCC2 4-(isopropylamino)-3-(3-(piperidin-2-yl)isoxazol-5-yl)-5H-pyrido[3,2-b]indole-7-carbonitrile